NC1=C2N=CN(C2=NC=N1)C[C@@H](C)OCP(OCCCOCCCCCCCCCCCCCCC(C(F)(F)F)(F)F)(O)=O 3-((15,15,16,16,16-pentafluorohexadecyl)oxy)propyl hydrogen ((((R)-1-(6-amino-9H-purin-9-yl)propan-2-yl)oxy)methyl)phosphonate